4-fluoro-2-methoxy-N-[(Z)-(2,4,6-trichloropyrimidin-5-yl)methyleneamino]aniline FC1=CC(=C(N\N=C/C=2C(=NC(=NC2Cl)Cl)Cl)C=C1)OC